CC=1C=NN(C1)C1=CC=C(C(=O)O)C=C1 4-(4-Methylpyrazol-1-yl)benzoic acid